10,11-Dihydroxy-2,4a,6a,6a,9,14a-hexamethyl-3,4,5,6,8,13,14,14b-octahydro-1H-picene-2-carboxylic acid CC1=C2CC=C3C(C2=CC(=C1O)O)(CCC4(C3(CCC5(C4CC(CC5)(C)C(=O)O)C)C)C)C